(S)-6-(4-(4-isopropyl-2-methylpiperazin-1-yl)phenyl)-1-methyl-2-(4-(methylsulfonyl)phenyl)-1H-pyrrolo[3,2-b]pyridine C(C)(C)N1C[C@@H](N(CC1)C1=CC=C(C=C1)C=1C=C2C(=NC1)C=C(N2C)C2=CC=C(C=C2)S(=O)(=O)C)C